piperidinylethyl-acrylamide N1(CCCCC1)CCC(C(=O)N)=C